C1(=CC=CC=C1)NC1=NC=CC(=N1)C1=CC(NC(=C1)C=1C=NC=CC1)=O 4-(2-phenylaminopyrimidin-4-yl)-6-(3-pyridyl)-1H-pyridin-2-one